(S or R)-4-((6-(2-hydroxy-6-methyl-4-(trifluoromethyl)phenyl)-2H-pyrazolo[3,4-b]pyridin-2-yl)methyl)-1-methylpyrrolidin-2-one OC1=C(C(=CC(=C1)C(F)(F)F)C)C=1C=CC=2C(N1)=NN(C2)C[C@H]2CC(N(C2)C)=O |o1:22|